OC[C@@H](C)C12CC(C1)(C2)NC(=O)C=2OC1=C(C2)C=CC=C1C1=C(C=CC=C1)OCC(F)(F)F (S)-N-[3-(2-hydroxy-1-methyl-ethyl)-1-bicyclo[1.1.1]pentanyl]-7-[2-(2,2,2-trifluoroethoxy)phenyl]benzofuran-2-carboxamide